(S)-(+)-2-(4-isobutylphenyl)propionyl chloride C(C(C)C)C1=CC=C(C=C1)[C@@H](C(=O)Cl)C